tert-butyl (4S,7S)-7-{[(1S)-1-cyano-2-[4-(3-methyl-2-oxo-1,3-benzoxazol-5-yl)phenyl]ethyl]carbamoyl}-1,6-dioxa-9-azaspiro[3.6]decane-9-carboxylate C(#N)[C@H](CC1=CC=C(C=C1)C=1C=CC2=C(N(C(O2)=O)C)C1)NC(=O)[C@H]1OC[C@]2(CCO2)CN(C1)C(=O)OC(C)(C)C